C(=O)(O)C=1C(=C(C2=CC=CC=C2C1)N=NC1=C(C=C(C(=C1)Cl)C)S(=O)(=O)[O-])[O-].[Ca+2] calcium 2-[(3-carboxy-2-oxidonaphthalen-1-yl)diazenyl]-4-chloro-5-methylbenzenesulfonate